3-chloro-5-isopropyl-7H-imidazo[4,5-c]pyridazin-6-one ClC1=CC2=C(N=N1)NC(N2C(C)C)=O